2-{4-[4-(6-Fluoro-benzo[d]isoxazol-3-yl)-piperidin-1-yl]-butyl}-tetrahydro-pyrrolo[1,2-c]pyrimidine-1,3-dione FC1=CC2=C(C(=NO2)C2CCN(CC2)CCCCN2C(N3C(CC2=O)CCC3)=O)C=C1